N-(4-((3-((4-chloro-3-(trifluoromethyl)phenyl)sulfonamido)-5-methylpyridin-2-yl)oxy)-3-(trifluoromethyl)phenyl)acrylamide ClC1=C(C=C(C=C1)S(=O)(=O)NC=1C(=NC=C(C1)C)OC1=C(C=C(C=C1)NC(C=C)=O)C(F)(F)F)C(F)(F)F